COC1=NN(C=C1C(=O)NC1=NC(=CC=C1)C1=CN=C2N1[C@H](CC2)C)C[C@@H]2OCC2 3-methoxy-N-(6-((S)-5-methyl-6,7-dihydro-5H-pyrrolo[1,2-a]imidazol-3-yl)pyridin-2-yl)-1-(((R)-oxetan-2-yl)methyl)-1H-pyrazole-4-carboxamide